tert-butyl 3-(2,7-dichloro-8-fluoro-pyrido[4,3-d]pyrimidin-4-yl)-1-[[methyl-(2,2,2-trifluoroacetyl)amino]methyl]-3,8-diazabicyclo[3.2.1]octane-8-carboxylate ClC=1N=C(C2=C(N1)C(=C(N=C2)Cl)F)N2CC1(CCC(C2)N1C(=O)OC(C)(C)C)CN(C(C(F)(F)F)=O)C